C(C(CO)C1=CC=CC=C1)(=O)[C@]12C[C@@H](C[C@H](CC1)N2C)O tropoyltropan-3a-ol